sulfur lithium iron phosphate P(=O)([O-])([O-])[O-].[Fe+2].[Li+].[S+2]